N1(CCCCCC1)C1=C(C=CC=C1F)NS(=O)(=O)C=1SC(=CC1)S(=O)(=O)N(C)C N2-[2-(1-Azepanyl)-3-fluorophenyl]-N5,N5-dimethylthiophene-2,5-disulfonamide